CC1=CC=C(C(C=O)=C1)N 5-methyl-anthranilaldehyde